C(C)OCCNC1=NC=C(C=C1[N+](=O)[O-])C1=NOC(=N1)C(F)(F)F N-(2-ethoxyethyl)-3-nitro-5-(5-(trifluoromethyl)-1,2,4-oxadiazol-3-yl)pyridin-2-amine